O1CCC(=CC1)C1=NN2C(N(C3=C(C2=O)C2(CCNCC2)CC3)CC(=O)NC3=C(C=C(C=C3)C(F)(F)F)C)=N1 2-(2-(3,6-dihydro-2H-pyran-4-yl)-8-oxo-5,8-dihydrospiro[cyclopenta[d][1,2,4]-triazolo[1,5-a]pyrimidine-7,4'-piperidin]-4(6H)-yl)-N-(2-methyl-4-(trifluoromethyl)phenyl)-acetamide